3-cyclopropyl-4-{[3-fluoro-5-(morpholine-4-carbonyl)phenyl]amino}-N-[(2Z)-imidazolidin-2-ylidene]benzamide ethyl-1,3-dimethyl-4-vinyl-1H-pyrazole-5-carboxylate C(C)OC(=O)C1=C(C(=NN1C)C)C=C.C1(CC1)C=1C=C(C(=O)N=C2NCCN2)C=CC1NC1=CC(=CC(=C1)C(=O)N1CCOCC1)F